5-[3-(1H-Tetrazol-5-yl)phenyl]-1H-naphtho[1,2-b][1,4]diazepin-2,4(3H,5H)-dione sodium salt [Na].N1N=NN=C1C=1C=C(C=CC1)N1C2=C(NC(CC1=O)=O)C1=CC=CC=C1C=C2